[OH-].[Na+].C(\C=C\C(=O)O)(=O)O fumaric acid sodium hydroxide